tert-Butyl (2S)-3-(3-methylsulfanylphenyl)-2-[(3R)-pyrrolidin-3-yl]propanoate CSC=1C=C(C=CC1)C[C@H](C(=O)OC(C)(C)C)[C@@H]1CNCC1